CC(CC)(C)NC(C1=CC(=CC=C1)NC(CC1=C(C=C(C=C1)F)O)=O)=O N-(1,1-dimethylpropyl)-3-[[2-(4-fluoro-2-hydroxy-phenyl)acetyl]amino]benzamide